N1(CCNCC1)C1=CC=C(C=C1)N1C(NC(CC1)=O)=O 1-(4-(piperazin-1-yl)phenyl)-dihydropyrimidine-2,4(1H,3H)-dione